(5RS)-2-[(4,4-Difluorocyclohexyl)methyl]-5-(pyrrolidin-1-ylcarbonyl)-5,6,7,8-tetrahydro[1,2,4]triazolo[4,3-a]pyridin-3(2H)-one FC1(CCC(CC1)CN1N=C2N([C@H](CCC2)C(=O)N2CCCC2)C1=O)F |r|